[O-]CC.[O-]CC.CC(C)C[O-].CC(C)C[O-].[Zr+4] zirconium diisobutoxide diethoxide